4-((2'-chloro-4'-(piperidin-1-yl)-[1,1'-biphenyl]-4-yl)oxy)-1H-1,2,3-triazole-5-carboxylic acid ClC1=C(C=CC(=C1)N1CCCCC1)C1=CC=C(C=C1)OC=1N=NNC1C(=O)O